C(C)OC(=O)C1(CC1)C1=CC=NC=C1 1-(pyridin-4-yl)cyclopropane-1-carboxylic acid ethyl ester